NC1=C(SC(=C1)C1=CC(=CC(=C1)F)F)C(=O)N[C@H]1CN(CCC1)C(=O)OC(C)(C)C tert-butyl (R)-3-(3-amino-5-(3,5-difluorophenyl)thiophene-2-carboxamido)piperidine-1-carboxylate